N,N'-dipropyl-1,4-benzenedicarboxamide C(CC)NC(=O)C1=CC=C(C=C1)C(=O)NCCC